ClC1=CC(=C(C(=C1)C)C1=CN=C(N=N1)N[C@H]1CN(CCC1)C)OCOCC (R)-6-(4-chloro-2-(ethoxymethoxy)-6-methylphenyl)-N-(1-methylpiperidin-3-yl)-1,2,4-triazin-3-amine